ClC1=CC=C(C=C1)C(C)C1(C(N(C(=C(C1)C(=O)N(C)C)C)C1=CC(=CC=C1)C(F)(F)F)=O)C(=O)N 3-[1-(4-chlorophenyl)ethyl]-N5,N5,6-trimethyl-2-oxo-1-[3-(trifluoromethyl)-phenyl]-1,2-dihydropyridine-3,5-dicarboxamide